tert-butyl ((5-(5H-imidazo[5,1-a]isoindol-5-yl)hexahydrocyclopenta[c]pyrrol-2(1H)-yl)sulfonyl)carbamate C=1N=CN2C1C1=CC=CC=C1C2C2CC1C(CN(C1)S(=O)(=O)NC(OC(C)(C)C)=O)C2